ClC=1C=C(CN2N=C3N(CCCC3)C2=O)C=CC1F (5RS)-2-(3-Chloro-4-fluorobenzyl)-3-oxo-2,3,5,6,7,8-hexahydro[1,2,4]triazolo[4,3-a]pyridin